N-[cis-3-[(cis-4-phenylcyclohexyl)methoxy]piperidin-4-yl]methanesulfonamide C1(=CC=CC=C1)[C@H]1CC[C@H](CC1)CO[C@@H]1CNCC[C@@H]1NS(=O)(=O)C